(R,5S)-N'-((1,2,3,5,6,7-hexahydro-s-indacen-4-yl)carbamoyl)-5-methyl-6,7-dihydro-5H-pyrazolo[5,1-b][1,3]oxazine-3-sulfonimidamide C1CCC2=C(C=3CCCC3C=C12)NC(=O)N=[S@](=O)(N)C=1C=NN2C1O[C@H](CC2)C